C(CC)N1SC2=C(C1=O)C=CC=C2 N-propylbenzoisothiazolin-3-one